2-(2-(4-fluorophenyl)-2-oxoethyl)-4H-benzo[d][1,3]oxathiin-4-one FC1=CC=C(C=C1)C(CC1OC(C2=C(S1)C=CC=C2)=O)=O